Diphenyl-phosphopyrazine C1(=CC=CC=C1)C=1N=C(C(=NC1)P(=O)=O)C1=CC=CC=C1